BrC1=CC2=C(NC(N2C2COC2)=O)C=C1 5-bromo-3-(oxetan-3-yl)-1H-benzimidazol-2-one